7-isopropoxy-2-((1S,4R)-1-methyl-2-oxabicyclo[2.2.1]hept-4-yl)-N-(1-((1R,2R)-2-methylcyclopropyl)-2-oxo-1,2-dihydropyridin-3-yl)imidazo[1,2-a]pyridine-6-carboxamide C(C)(C)OC1=CC=2N(C=C1C(=O)NC=1C(N(C=CC1)[C@H]1[C@@H](C1)C)=O)C=C(N2)[C@@]21CO[C@@](CC2)(C1)C